C(C=C)N1C(N(CCC1)C1=CC=C(C=C1)CO[Si](C1=CC=CC=C1)(C1=CC=CC=C1)C(C)(C)C)=O 1-allyl-3-(4-(((tert-butyldiphenylsilyl)oxy)methyl)phenyl)tetrahydropyrimidin-2(1H)-one